C(#N)C1=CC(=C(C=C1)N1CCN(CC1)[C@H](C)C1=CC=C(C(=O)OC)C=C1)F Methyl (R)-4-(1-(4-(4-cyano-2-fluorophenyl)piperazin-1-yl)ethyl)benzoate